(2-aminoethyl)-3-bromo-4-nitro-1H-pyrazole-5-carboxylic acid methyl ester hydrochloride Cl.COC(=O)C1=C(C(=NN1CCN)Br)[N+](=O)[O-]